OC=CCNC1=CC=CC=C1 hydroxyallylaniline